(+)-3-hydroxybutyryl-CoA OC(CC(=O)SCCNC(CCNC([C@@H](C(COP(OP(OC[C@@H]1[C@H]([C@H]([C@@H](O1)N1C=NC=2C(N)=NC=NC12)O)OP(=O)(O)O)(=O)O)(=O)O)(C)C)O)=O)=O)C